NC1=C2C(=NC=N1)N(N=C2C2=NOC(=C2C2=NC=C(C=N2)C2CCN(CC2)C(=O)OCC=O)C2CC2)C(C)(C)C 2-oxoethyl 4-[2-[3-(4-amino-1-tert-butyl-pyrazolo[3,4-d]pyrimidin-3-yl)-5-cyclopropyl-isoxazol-4-yl]pyrimidin-5-yl]piperidine-1-carboxylate